C(C(C)C)(=O)OC1=CC=C(C=C1)CC(C(COC)=O)N=CC1=C(C(=CC(=C1)Cl)OC(C(C)C)=O)OC(C(C)C)=O 4-(2-(2,3-bis(isobutyryl-oxy)-5-chlorobenzylideneamino)-4-meth-oxy-3-oxobutyl)phenyl isobutyrate